ClC1=C(C=C(C=C1)NC(=O)[C@@H]1C([C@H]1C1=CC(=CC(=C1)Cl)Cl)(Cl)Cl)NC(C1=C(C=C(C=C1)F)F)=O |r| trans-rac-N-(2-Chloro-5-(2,2-dichloro-3-(3,5-dichlorophenyl)cyclopropane-1-carboxamido)phenyl)-2,4-difluorobenzamide